FC1(CN(C1)C=1N=CC(=NC1C)CO)F (5-(3,3-difluoro-azetidin-1-yl)-6-methylpyrazin-2-yl)methanol